methylcyclohexyl-chloroethyl-nitrourea CN(C(N([N+](=O)[O-])CCCl)=O)C1CCCCC1